5-({5-[(6-carbamimidoylpyridin-3-yl)oxy]pentyl}oxy)-pyridine-2-carboximidamide C(N)(=N)C1=CC=C(C=N1)OCCCCCOC=1C=CC(=NC1)C(N)=N